N-(4-Bromo-2-((3R,5R)-3-((5-cyanopyrimidin-2-yl)amino)-5-fluoropiperidin-1-yl)-1,6-dimethyl-1H-benzo[d]imidazol-5-yl)acrylamide BrC1=C(C(=CC=2N(C(=NC21)N2C[C@@H](C[C@H](C2)F)NC2=NC=C(C=N2)C#N)C)C)NC(C=C)=O